N-(5-((3-((4-cyclobutyl-1H-pyrazol-1-yl)methyl)piperidin-1-yl)methyl)thiazol-2-yl)acetamide C1(CCC1)C=1C=NN(C1)CC1CN(CCC1)CC1=CN=C(S1)NC(C)=O